1-benzyl-4-(4,4,5,5-tetramethyl-1,3,2-dioxaborolan-2-yl)-1,2,3,6-tetrahydropyridine C(C1=CC=CC=C1)N1CCC(=CC1)B1OC(C(O1)(C)C)(C)C